C[Si](CCOC=1N(C=CN1)C)(C)C 2-(trimethyl-silyl)ethoxy(methyl)-1H-imidazole